2-(4-(6-(2-hydroxyphenyl)pyridazin-4-yl)piperazin-1-yl)isonicotinic acid OC1=C(C=CC=C1)C1=CC(=CN=N1)N1CCN(CC1)C=1C=C(C(=O)O)C=CN1